C1(OC=2C=C(C=CC2O1)CC(=O)N)([2H])[2H] 3,4-methylenedioxy-d2-phenylacetamide